(trans)-Methyl 4-(2-chloro-3-fluorophenyl)-6-(4-hydroxycyclohexyl)-2-(thiazol-2-yl)-1,4-dihydropyrimidine-5-carboxylate ClC1=C(C=CC=C1F)C1N=C(NC(=C1C(=O)OC)[C@@H]1CC[C@H](CC1)O)C=1SC=CN1